ClC1=C(C=CC=C1Cl)N1CCN(CC1)CCC(O)C=1C=C2CCN(C2=CC1)C(C)=O 1-(5-(3-(4-(2,3-dichlorophenyl)piperazin-1-yl)-1-hydroxypropyl)indolin-1-yl)ethan-1-one